C[C@@]1(OC1)[C@@H]1CN(CCC1)C(=O)OCC1=CC=CC=C1 |&1:1| benzyl (3S)-3-[(2RS)-2-methyloxiran-2-yl]piperidine-1-carboxylate